Methyl (2R)-2-(3-{3-[1-(4-amino-3-methyl-1H-pyrazolo[3,4-d]pyrimidin-1-yl)ethyl]-5-chloro-2-methoxy-6-methylphenyl}azetidin-1-yl)propanoate NC1=C2C(=NC=N1)N(N=C2C)C(C)C=2C(=C(C(=C(C2)Cl)C)C2CN(C2)[C@@H](C(=O)OC)C)OC